1-cyclobutyl-N-((6-((4-(5-iodopyridin-3-yl)-1H-1,2,3-triazol-1-yl)methyl)-1H-indol-2-yl)methyl)methylamine C1(CCC1)CNCC=1NC2=CC(=CC=C2C1)CN1N=NC(=C1)C=1C=NC=C(C1)I